[Sn].ClC(Cl)Cl trichloromethane tin